C(C)N(CCC1=NNC2=C(C=CC(=C12)OC)F)C N-ethyl-2-(7-fluoro-4-methoxy-1H-indazol-3-yl)-N-methylethan-1-amine